COC=1C=C(CNC2CC2)C=CC1C(F)(F)F N-(3-methoxy-4-(trifluoromethyl)benzyl)cyclopropanamine